3-((5-chloro-2-((2-(difluorometh-oxy)-4-(4-ethylpiperazin-1-yl)-phenyl)amino)pyrimidin-4-yl)-amino)thiophene-2-carboxamide ClC=1C(=NC(=NC1)NC1=C(C=C(C=C1)N1CCN(CC1)CC)OC(F)F)NC1=C(SC=C1)C(=O)N